FC=1C=C(C(=O)OC)C=C(C1/C=N/NC(C1=C(C=CC=C1)F)=O)F methyl (E)-3,5-difluoro-4-((2-(2-fluorobenzoyl)hydrazineylidene)methyl)benzoate